1-(benzotriazol-1-yl)butan-1-one N1(N=NC2=C1C=CC=C2)C(CCC)=O